(S)-1-(3-(2-(piperidin-3-ylamino)-5-(trifluoromethyl)pyrimidin-4-yl)-1H-pyrrolo[2,3-b]Pyridin-6-yl)piperidin-4-ol N1C[C@H](CCC1)NC1=NC=C(C(=N1)C1=CNC2=NC(=CC=C21)N2CCC(CC2)O)C(F)(F)F